N-(3-amino-4-fluorophenyl)-5-chloro-2-(4,4-difluoroazepan-1-yl)-6-methylnicotinamide NC=1C=C(C=CC1F)NC(C1=C(N=C(C(=C1)Cl)C)N1CCC(CCC1)(F)F)=O